4,5,6,7-tetrahydro-2H-indazol-7-one N=1NC=C2CCCC(C12)=O